methyl-5-fluoropyrazol-4-ylcarboxamide CNC(=O)C=1C=NNC1F